C(C1=CC=CC=C1)OC=1C2=C(N=C(N1)SC)C(C1=C2C=CN=C1C1=C2C=NN(C2=CC2=C1C(=C(C=C2)F)Cl)C2OCCCC2)(O)C 4-(benzyloxy)-8-(5-chloro-6-fluoro-1-(tetrahydro-2H-pyran-2-yl)-1H-benzo[f]indazol-4-yl)-9-methyl-2-(methylthio)-9H-pyrido[4',3':3,4]cyclopenta[1,2-d]pyrimidin-9-ol